C(C)C1=CN=CC=2N=C(N=C(C21)N2CCC1(CCNC1)CC2)C2=CC=NC=C2 5-ethyl-2-(pyridin-4-yl)-4-(2,8-diazaspiro[4.5]decan-8-yl)pyrido[3,4-d]pyrimidine